O[C@H]1[C@@H]([C@H]([C@H](C1)O)C\C=C/CCCC(=O)O)\C=C\[C@H](CCCCC(C)C)O (Z)-7-((1R,2R,3R,5S)-3,5-dihydroxy-2-((S,E)-3-hydroxy-8-methylnon-1-ene-1-yl)cyclopentyl)hept-5-enoic acid